ClC1=C(C=NN(C1=O)C)N[C@@H]1C[C@@H](CN(C1)C)C1=CC=C(C(=O)N2CCC3(CC2)CCN(CC3)C3=CC(=C(OC2C(NC(CC2)=O)=O)C=C3)C)C=C1 3-[4-[3-[4-[(3R,5R)-5-[(5-chloro-1-methyl-6-oxo-pyridazin-4-yl)amino]-1-methyl-3-piperidyl]benzoyl]-3,9-diazaspiro[5.5]undecan-9-yl]-2-methyl-phenoxy]piperidine-2,6-dione